N-[2-[2-(6-chlorohexyloxy)ethoxy]ethyl]carbamic acid ethyl ester C(C)OC(NCCOCCOCCCCCCCl)=O